2-(N-(4-methoxy-6-((4-(propiolamidomethyl)-1H-pyrazol-1-yl)methyl)benzo[d]isoxazol-3-yl)sulfamoyl)-N-methylbenzamide COC1=CC(=CC2=C1C(=NO2)NS(=O)(=O)C2=C(C(=O)NC)C=CC=C2)CN2N=CC(=C2)CNC(C#C)=O